ClC(COCOCOCC(Cl)(Cl)Cl)(Cl)Cl 2,2,2-trichloroethoxymethyl ether